8'-(5-Amino-6-(3-(3,3-difluoroazetidin-1-yl)propoxy)pyridin-3-yl)-3'-methylspiro[cyclobutane-1,1'-pyrrolo[2,3-c]quinolin]-2'(3'H)-one NC=1C=C(C=NC1OCCCN1CC(C1)(F)F)C1=CC=2C3=C(C=NC2C=C1)N(C(C31CCC1)=O)C